(1R,3S)-3-(5-{[(benzyloxy)carbonyl]amino}-1H-pyrazol-3-yl)cyclopentyl N-(2,2-difluoro-1-methylcyclopropyl)carbamate FC1(C(C1)(C)NC(O[C@H]1C[C@H](CC1)C1=NNC(=C1)NC(=O)OCC1=CC=CC=C1)=O)F